4-(1-bromoethyl)-1,2-difluorobenzene BrC(C)C1=CC(=C(C=C1)F)F